C1(=CC=C(C=C1)S(=O)(=O)N1CCC(CC1)NC1=CC=C(C=C1)OC(F)(F)F)C1=CC=CC=C1 1-{[1,1'-biphenyl]-4-sulfonyl}-N-[4-(trifluoromethoxy)phenyl]piperidin-4-amine